rac-(R)-3-(3-((2-((2-cyclopropyl-4-(hexahydropyrrolo[1,2-a]pyrazin-2(1H)-yl)phenyl)amino)-5-(trifluoromethyl)pyrimidin-4-yl)amino)propyl)-1,3-oxazinan-2-one C1(CC1)C1=C(C=CC(=C1)N1C[C@@H]2N(CC1)CCC2)NC2=NC=C(C(=N2)NCCCN2C(OCCC2)=O)C(F)(F)F |r|